N1,N5-bis(4-(bis(2-hydroxydecyl)amino)butyl)-3-hydroxy-3-methylpentanediamide OC(CN(CCCCNC(CC(CC(=O)NCCCCN(CC(CCCCCCCC)O)CC(CCCCCCCC)O)(C)O)=O)CC(CCCCCCCC)O)CCCCCCCC